N-((1-(2-oxo-2-(phenylamino)ethyl)piperidin-4-yl)methyl)pyrazine-2-carboxamide O=C(CN1CCC(CC1)CNC(=O)C1=NC=CN=C1)NC1=CC=CC=C1